FC1=C(C=CC(=C1)CNC1=CC=C(C=C1)C(F)(F)F)NC(CCC)=O N-{2-fluoro-4-[(4-trifluoromethylphenylamino)methyl]phenyl}butyramide